C(C)(C)(C)OC(=O)N1CCC(CC1)C=1SC=CN1.N1C(CC2=CC=CC=C12)CC=O 2-(indoline-2-yl)ethanone tert-butyl-4-(thiazol-2-yl)piperidine-1-carboxylate